rel-(R)-tert-butyl ((6-(pyridin-2-yl)-1,3,4,5-tetrahydrobenzo[c]oxepin-1-yl)methyl)carbamate N1=C(C=CC=C1)C1=CC=CC=2[C@@H](OCCCC21)CNC(OC(C)(C)C)=O |o1:11|